N1C(=O)NC(=O)C(=C1)C1=CC=CC=C1C#N uracilbenzonitrile